CC(C)P(C(CC)CCC)C(CC)CCC 2-propyl-di-(3-hexyl)phosphine